(2,2-difluoroethyl)ammonia FC(CN)F